C1(=CC=CC=C1)OS(=O)(=O)C(F)(F)F Phenyl-trifluoromethansulfonat